Bromo-2-fluoronicotinic acid BrC1=NC(=C(C(=O)O)C=C1)F